C(C)(C)(C)N1N=CC(=C1)C(=O)NCC1=NC(=NO1)C=1N(C2=CC=CC(=C2C1)N[C@H]1[C@H](COCC1)F)CC(F)(F)F 1-tert-butyl-N-{[3-(4-{[(3R,4R)-3-fluorooxan-4-yl]amino}-1-(2,2,2-trifluoroethyl)-1H-indol-2-yl)-1,2,4-oxadiazol-5-yl]methyl}-1H-pyrazole-4-carboxamide